FC(CN(C1=NC=C(C=N1)CO[C@H]1CN2C(OC1)=NC(=C2)[N+](=O)[O-])C2=CC=C(C=C2)OC(F)(F)F)(F)F (S)-N-trifluoroethyl-5-(((2-nitro-6,7-dihydro-5H-imidazo[2,1-b][1,3]oxazin-6-yl)oxy)methyl)-N-(4-(trifluoromethoxy)phenyl)pyrimidin-2-amine